tert-butyl N-(4-dimethylphosphoryl-2-methoxy-phenyl)carbamate CP(=O)(C)C1=CC(=C(C=C1)NC(OC(C)(C)C)=O)OC